C1(CC1)C=1N=C(C=C2C(=C(C(NC12)=O)C(=O)OCC)O)C ethyl 8-cyclopropyl-4-hydroxy-6-methyl-2-oxo-1,2-dihydro-1,7-naphthyridine-3-carboxylate